3-((4-oxo-3,5,7,8-tetrahydropyrido[3,4-d]pyridazin-6(4H)-yl)methyl)benzonitrile O=C1NN=CC2=C1CN(CC2)CC=2C=C(C#N)C=CC2